C(C1=CC=CC=C1)OC=1C=C2C(=C(N(C2=CC1)C1=CC(=C(C=C1)F)C)C(C)C)C1=NNC(=C1)C(=O)OC methyl 3-[5-benzyloxy-1-(4-fluoro-3-methyl-phenyl)-2-isopropyl-indol-3-yl]-1H-pyrazole-5-carboxylate